O=C(CSC=1NC=C(N1)C(=O)O)NC1=C(C(=C(C=C1)OC)OC)OC 2-((2-OXO-2-((2,3,4-TRIMETHOXYPHENYL)AMINO)ETHYL)THIO)-1H-IMIDAZOLE-4-CARBOXYLIC ACID